5-{2-amino-[1,2,4]triazolo[1,5-a]pyridin-7-yl}-N-[(2-{[2-(hydroxymethyl)phenyl]sulfanyl}phenyl)methyl]-2-methoxypyridine-3-carboxamide NC1=NN2C(C=C(C=C2)C=2C=C(C(=NC2)OC)C(=O)NCC2=C(C=CC=C2)SC2=C(C=CC=C2)CO)=N1